FC1=C(C=C(C=C1)OC=1C(=C2C=CNC2=C(C1F)F)F)C=1NC=C(N1)[C@@]1(CCOC2=C(C=CC=C12)[C@@H]1[C@@H](C1)C(=O)O)C trans-(1R,2S)-2-[(4R)-4-[2-[2-fluoro-5-[(4,6,7-trifluoro-1H-indol-5-yl)oxy]phenyl]-1H-imidazol-4-yl]-4-methyl-chroman-8-yl]cyclopropanecarboxylic acid